N1(N=CN=C1)C=C(C(=O)N)C1=CC=CC=C1 1H-1,2,4-triazol-1-yl-2-phenylacrylamide